[Pt].[Bi] Bismuth-Platinum